C1(=C(C=CC=C1)C=1C(=CC2=C(N(C(C(N2C([2H])([2H])C2(CN(C2)C(C=C)=O)F)=O)=O)C=2C(=NC=CC2C)C(C)C)N1)Cl)C1=CC=CC=C1 6-([1,1'-biphenyl]-2-yl)-1-((1-acryloyl-3-fluoroazetidin-3-yl)methyl-d2)-7-chloro-4-(2-isopropyl-4-methylpyridin-3-yl)-1,4-dihydropyrido[2,3-b]pyrazine-2,3-dione